5-(4-amino-2-{4-[(2-fluoroacrylamino)]phenyl}-7-(3-methoxyprop-1-ynyl)-1-methylpyrrolo[3,2-c]pyridin-3-yl)-3-chloro-N-[(fluorocyclopropyl)methyl]pyridine-2-carboxamide NC1=NC=C(C2=C1C(=C(N2C)C2=CC=C(C=C2)NC(=O)C(=C)F)C=2C=C(C(=NC2)C(=O)NCC2(CC2)F)Cl)C#CCOC